5-(((S)-1-(2-chloro-4-methoxyphenyl)ethyl)amino)-N-((R,E)-4-(methylsulfonyl)but-3-en-2-yl)pyrazine-2-carboxamide ClC1=C(C=CC(=C1)OC)[C@H](C)NC=1N=CC(=NC1)C(=O)N[C@H](C)\C=C\S(=O)(=O)C